Magnesium zinc oxide [O-2].[Zn+2].[Mg+2].[O-2]